(S)-3-oxo-2-(3-(1,1,2-trifluoro-1-(4-methyl-4H-1,2,4-triazol-3-yl)propan-2-yl)phenyl)-7-(trifluoromethyl)isoindoline-5-carbaldehyde O=C1N(CC2=C(C=C(C=C12)C=O)C(F)(F)F)C1=CC(=CC=C1)[C@](C(C1=NN=CN1C)(F)F)(C)F